3-((R)-7-(4-chloro-3-(trifluoromethyl)benzoyl)-2-(isopropylamino)-6-methyl-4-oxo-5,6,7,8-tetrahydropyrido[3,4-d]pyrimidin-3(4H)-yl)-N-methylcyclohexane-1-carboxamide ClC1=C(C=C(C(=O)N2CC=3N=C(N(C(C3C[C@H]2C)=O)C2CC(CCC2)C(=O)NC)NC(C)C)C=C1)C(F)(F)F